3-((3-chloro-5-nitrophenoxy)methyl)-1-methylpyrrolidine ClC=1C=C(OCC2CN(CC2)C)C=C(C1)[N+](=O)[O-]